(S)-5,5-dimethyl-2-(4-morpholino-2-pyrimidinylamino)hexanoic acid CC(CC[C@@H](C(=O)O)NC1=NC=CC(=N1)N1CCOCC1)(C)C